9-(methylaminomethyl)anthracene CNCC=1C2=CC=CC=C2C=C2C=CC=CC12